2-bromo-7-(1-ethyl-1H-pyrazol-4-yl)-5-p-toluenesulfonyl-5H-pyrrolo[2,3-b]pyrazineid Br[C-]1NC2=C(N=C1)N(C=C2C=2C=NN(C2)CC)S(=O)(=O)C2=CC=C(C)C=C2